C1(CC1)OC1=NN(C=C1NC=1N=CC2=C(N1)N(C(=C2)C#N)[C@H](COC)C)COC 2-[[3-(cyclopropoxy)-1-(methoxymethyl)pyrazol-4-yl]amino]-7-[(1S)-2-methoxy-1-methyl-ethyl]pyrrolo[2,3-d]pyrimidine-6-carbonitrile